N-methyl-N-((R)-pyrrolidin-3-yl)pyrido[4,3-d]pyrimidin-4-amine CN(C=1C2=C(N=CN1)C=CN=C2)[C@H]2CNCC2